diisopropylamide phosphorus chloride [P+](Cl)(Cl)Cl.C(C)(C)[N-]C(C)C